C1(CC1)C1=NC=2N(C(=C1)CCCO)N=C(C2)[C@H]2N(CCCC2)C(=O)OC(C)(C)C tert-butyl (2S)-2-[5-cyclopropyl-7-(3-hydroxypropyl)pyrazolo[1,5-a]pyrimidin-2-yl]piperidine-1-carboxylate